CN(/C=C/C(=O)C1CN(CC1)C(=O)OC(C)(C)C)C (E)-tert-butyl 3-(3-(dimethylamino)acryloyl)pyrrolidine-1-carboxylate